5,6-Dihydroimidazo[1,2-a]pyrazine-2,7(8H)-dicarboxylic acid 7-(tert-butyl) 2-ethyl ester CCOC(=O)C=1N=C2N(CCN(C2)C(=O)OC(C)(C)C)C1